2-morpholinoethane-1-ol O1CCN(CC1)CCO